CC=1C=C(C=NC1)COC1=CC=C(CC2=NOC(=C2)C=2C(=NC=CC2)N)C=C1 3-(3-(4-((5-methylpyridin-3-yl)methoxy)benzyl)isoxazol-5-yl)pyridin-2-amine